tert-butyl ((S)-8-bromo-4-(2-methoxyethyl)-3-methyl-5-oxo-2,3,4,5-tetrahydrobenzofuro[2,3-f][1,4]oxazepine-3-carbonyl)((S)-1-phenylethyl)carbamate BrC1=CC2=C(C=C1)C1=C(C(N([C@@](CO1)(C(=O)N(C(OC(C)(C)C)=O)[C@@H](C)C1=CC=CC=C1)C)CCOC)=O)O2